1-((S)-1-(2-((1R*,2R)-1-Amino-2-(((R)-1,1,1-trifluoropropan-2-yl)oxy)propyl)-1H-imidazo[4,5-b]pyridin-5-yl)-2-methoxyethyl)-5,5-difluorotetrahydropyrimidin-2(1H)-one N[C@@H]([C@@H](C)O[C@@H](C(F)(F)F)C)C=1NC=2C(=NC(=CC2)[C@@H](COC)N2C(NCC(C2)(F)F)=O)N1 |o1:1|